homoserine sodium salt [Na+].N[C@@H](CCO)C(=O)[O-]